Cl.N[C@H]1CCC(C(=C1)O)(C)C (1S,5S)-5-amino-2,2-dimethylcyclohexenol hydrochloride